The molecule is a sulfonamide, a member of tryptamines and a heteroarylpiperidine. It has a role as a serotonergic agonist and a vasoconstrictor agent. CNS(=O)(=O)CCC1=CC2=C(C=C1)NC=C2C3CCN(CC3)C